NC1=CC(=C(C=C1)S(=O)(=O)NC1=CC(=CC=C1)OC(F)(F)F)OC 4-amino-2-methoxy-N-(3-(trifluoromethoxy)phenyl)benzenesulfonamide